Allyl 2-O-levulinyl-4-O-(2-naphthylmethyl)-3-O-triethylsilyl-α-L-rhamnopyranoside C(CCC(=O)C)(=O)O[C@H]1[C@H](OCC=C)O[C@H]([C@@H]([C@H]1O[Si](CC)(CC)CC)OCC1=CC2=CC=CC=C2C=C1)C